(S)-2-amino-3-(4'-(methylcarbamoyl)-[1,1'-biphenyl]-4-yl)propanoic acid N[C@H](C(=O)O)CC1=CC=C(C=C1)C1=CC=C(C=C1)C(NC)=O